C(#N)C1=C(C2=C(N(C3=CC=C(C=C23)OS(=O)(=O)C(F)(F)F)C(=O)OC(C)(C)C)C=N1)COC tert-butyl 3-cyano-4-(methoxymethyl)-6-(((trifluoromethyl)sulfonyl)oxy)-9H-pyrido[3,4-b]indole-9-carboxylate